C(CCCC)[C@@H]1CC[C@H](CC1)C1=CC=C(C=C1)C1=CC=C(C=C1)OCCCCCC(=O)O 6-((4'-(trans-4-pentylcyclohexyl)-[1,1'-biphenyl]-4-yl)oxy)hexanoic acid